(2S,3S)-ethyl 3-((2-(2-chloro-5H-pyrrolo[2,3-b]pyrazin-7-yl)-5-fluoro-6-(5-fluorothiophen-2-yl)pyrimidin-4-yl)amino)bicyclo[2.2.2]octane-2-carboxylate ClC=1N=C2C(=NC1)NC=C2C2=NC(=C(C(=N2)N[C@@H]2[C@H](C1CCC2CC1)C(=O)OCC)F)C=1SC(=CC1)F